(R)-2-((N-cyclopropylsulfamoyl)amino)-N-(1-(6-ethynyl-2,5-dioxo-4-phenyl-1,2,4,5-tetrahydropyrrolo[4,3,2-de]isoquinolin-3-yl)ethyl)pyrazolo[1,5-a]pyrimidine-3-carboxamide C1(CC1)NS(=O)(=O)NC1=NN2C(N=CC=C2)=C1C(=O)N[C@H](C)C=1N(C(C=2C(=CC=C3C2C1C(N3)=O)C#C)=O)C3=CC=CC=C3